ClC=1C=C2C(=NC(=NC2=C(C1C1=CC=C(C2=C1N=C(S2)N)F)F)OC[C@]21CCCN1C[C@@H](C2)F)N2CCNCC(C2)(F)F 4-(6-chloro-4-(6,6-difluoro-1,4-diazepan-1-yl)-8-fluoro-2-(((2R,7aS)-2-fluorotetra-hydro-1H-pyrrolizin-7a(5H)-yl)methoxy)quinazolin-7-yl)-7-fluorobenzo[d]thiazol-2-amine